5-chloro-1-(1-methyl-1H-pyrazol-4-yl)-6-(4-(oxetan-3-yl)piperazin-1-yl)-1H-indazole ClC=1C=C2C=NN(C2=CC1N1CCN(CC1)C1COC1)C=1C=NN(C1)C